C1(=CC=C(C=C1)NC1=CC=CC2=CC=CC=C12)C1=CC=CC=C1 N-(biphenyl-4-yl)-(naphthalen-1-yl)amine